COC=1C=CC(=NC1)COC=1C=CC2=C(N=C(O2)C=2C=CC(=NC2)NC)C1 5-{5-[(5-Methoxypyridin-2-yl)methoxy]-1,3-benzoxazol-2-yl}-N-methylpyridin-2-amine